C(C)(C)(C)OC(=O)N1CC2(C1)CN(C[C@H]2C(=O)N2C(OC[C@H]2C2=CC=CC=C2)=O)CC2=CC=CC=C2 (S)-6-benzyl-8-((R)-2-oxo-4-phenyloxazolidine-3-carbonyl)-2,6-diazaspiro[3.4]octane-2-carboxylic acid tert-butyl ester